C(C)(C)NC1=NC(=NC(=N1)C1=NC(=CC=C1)C(F)(F)F)NC1=CC(=NC=C1)C1(CC1)O [4-[4-Isopropylamino-6-(6-trifluoromethyl-pyridin-2-yl)-[1,3,5]triazin-2-ylamino]-pyridin-2-yl]-cyclopropanol